S1C(=CC=C1)C1=CC=C(S1)C1=CC=C(C2=NSN=C21)C=2SC(=CC2)C=2SC=CC2 4,7-bis(5-(thiophen-2-yl)thiophen-2-yl)benzo[c][1,2,5]thiadiazole